C(CCC)[Sn](C1=NC=2CCNC(C2C=C1)=O)(CCCC)CCCC 2-(tributylstannyl)-7,8-dihydro-1,6-naphthyridin-5(6H)-one